FC1=CC=C(C=C1)OB(OC1=CC=C(C=C1)F)O bis(4-fluorophenyl)boric acid